C1(=CC=CC=C1)P(O)(O)(O)C1=CC=CC=C1.C1(=CC=CC=C1)C(CCCCCCCP(O)(O)O)C1=CC=CC=C1.C(CCCCCCC)P(OC1=CC=CC=C1)(OC1=CC=CC=C1)O diphenyl octylphosphite (diphenyl octylphosphite) (diphenyl phosphite)